1-benzothiophene-2-carboxylic acid phenylmethyl ester C1(=CC=CC=C1)COC(=O)C=1SC2=C(C1)C=CC=C2